1-[4-[(2-Hydroxyphenyl)methoxy]phenyl]-3-phenylprop-2-en-1-one OC1=C(C=CC=C1)COC1=CC=C(C=C1)C(C=CC1=CC=CC=C1)=O